CN1N=C2C=CC=C(C2=C1)CCC(=O)N 3-(2-methyl-2H-indazol-4-yl)propanamide